C(C(C)C)(=O)OC1CNC(C1)C(NCC1=CC=C(C=C1)C1=C(N=CS1)C)=O 5-((4-(4-methylthiazol-5-yl)benzyl)carbamoyl)pyrrolidin-3-yl isobutyrate